[Cl-].[Cl-].C1(CCC1)=[Hf+2]C1=C(C=CC=2C=CC=3CC=4C=CC5=C(C4C3C21)C=CC=C5)C5C=CC=C5 cyclobutylidene[(cyclopentadienyl)-(7H-dibenzo[c,g]fluorenyl)]hafnium dichloride